ClC1=NC=2N(C(=C1)NCC=1SC3=NC=CC=C3N1)N=CC2C(C)C 5-chloro-3-isopropyl-N-(thiazolo[5,4-b]pyridin-2-ylmethyl)pyrazolo[1,5-a]pyrimidin-7-amine